N-((3S,4R)-1-(2-hydroxy-2-methylpropyl)-4-(2-(trifluoromethyl)phenyl)pyrrolidin-3-yl)-3-(2-methylpyridin-4-yl)-1H-pyrazolo[3,4-b]pyridine-5-amide OC(CN1C[C@H]([C@@H](C1)C1=C(C=CC=C1)C(F)(F)F)NC(=O)C=1C=C2C(=NC1)NN=C2C2=CC(=NC=C2)C)(C)C